N-((1r,4r)-4-(3-(4-(5,5-dimethyl-5,6-dihydro-4H-pyrrolo[1,2-b]pyrazol-3-yl)-5-methylpyridin-2-yl)ureido)cyclohexyl)acetamide CC1(CC=2N(N=CC2C2=CC(=NC=C2C)NC(NC2CCC(CC2)NC(C)=O)=O)C1)C